2-(piperazin-1-yl)ethan-1-one N1(CCNCC1)CC=O